(4-(3-chloro-4-(5-chloro-7-ethyl-7H-pyrrolo[2,3-d]pyrimidin-2-ylamino)-1H-pyrazol-1-yl)piperidin-1-yl)(4-methylpiperazin-1-yl)methanone ClC1=NN(C=C1NC=1N=CC2=C(N1)N(C=C2Cl)CC)C2CCN(CC2)C(=O)N2CCN(CC2)C